C(C)C1=C(C=CC(=C1)O)N=C(N)C1=C(C=2N(N=C1)C=C(C2)C2=C(C=C(C=C2)NC(=O)NCC(C)(C)O)C)N[C@@H]2COCC2 1-[4-[3-[N'-(2-ethyl-4-hydroxy-phenyl)carbamimidoyl]-4-[[(3S)-tetrahydrofuran-3-yl]amino]pyrrolo[1,2-b]pyridazin-6-yl]-3-methyl-phenyl]-3-(2-hydroxy-2-methyl-propyl)urea